C(C)(C)(CC)[C@H]1CC[C@H](CC1)NC(C1=CC(=CC(=C1)NC(=O)[C@@H]1CC[C@@H](CC1)C(C)(C)C)NC(=O)[C@@H]1CC[C@@H](CC1)C(C)(C)C)=O N-(cis-4-tert-pentylcyclohexyl)-3,5-bis-[cis-4-tert-butylcyclohexylcarbonylamino]-benzamide